NC(CC(=O)O)C1=C(C=CC(=C1)[N+](=O)[O-])F 3-amino-3-(2-fluoro-5-nitrophenyl)propionic acid